O1CCN(C2=C1C=CC=C2)NC(=O)C=2C=NC1=C(N=CC=C1C2N2CCOCC2)C2=C(C(=CC(=C2)F)F)F N-(2,3-dihydro-1,4-benzoxazin-4-yl)-4-morpholino-8-(2,3,5-trifluorophenyl)-1,7-naphthyridine-3-carboxamide